4-nitrophenyl (S)-((9-amino-4-ethyl-8-fluoro-4-hydroxy-3,14-dioxo-3,4,12,14-tetrahydro-1H-pyrano[3',4':6,7]indolizino[1,2-b]quinolin-11-yl)methyl)carbamate NC1=CC=2C(=C3C(=NC2C=C1F)C1=CC2=C(C(N1C3)=O)COC([C@]2(O)CC)=O)CNC(OC2=CC=C(C=C2)[N+](=O)[O-])=O